C1(CC1)C=1C=CC(=C2C=CC=NC12)C1=NNC2=NC(=CN=C21)N2C[C@@H]1[C@]([C@@H]1CC2)(C2=C(C=CC=C2)F)CN ((1S,6R,7R)-3-(3-(8-cyclopropylquinolin-5-yl)-1H-pyrazolo[3,4-b]pyrazin-6-yl)-7-(2-fluorophenyl)-3-azabicyclo[4.1.0]heptan-7-yl)methanamine